NC1=C2N(C(N(C2=NC=N1)[C@H]1CN(CC1)C(\C=C\CN(C)C)=O)=O)C1=CC=C(C=C1)OC1=CC(=CC=C1)Cl 6-amino-7-[4-(3-chlorophenoxy)phenyl]-9-{(3R)-1-[(2E)-4-(dimethylamino)-2-butenoyl]-3-pyrrolidinyl}-7,9-dihydro-8H-purin-8-one